N-{4-[4-(azetidin-1-ylcarbonyl)-1H-pyrazol-1-yl]-3-sulfamoylphenyl}-2-(2-chlorophenyl)acetamide 4-oxo-2,6-di(pyridin-2-yl)piperidine-3,5-dicarboxylate O=C1C(C(NC(C1C(=O)O)C1=NC=CC=C1)C1=NC=CC=C1)C(=O)O.N1(CCC1)C(=O)C=1C=NN(C1)C1=C(C=C(C=C1)NC(CC1=C(C=CC=C1)Cl)=O)S(N)(=O)=O